1-(13Z,16Z-docosadienoyl)-2-(9Z,12Z-heptadecadienoyl)-glycero-3-phosphoserine CCCCC/C=C\C/C=C\CCCCCCCCCCCC(=O)OC[C@H](COP(=O)(O)OC[C@@H](C(=O)O)N)OC(=O)CCCCCCC/C=C\C/C=C\CCCC